[13C](C(O)C)(=O)[O-] [13C]lactate